N-(1-(2-(difluoromethoxy)-5-fluorophenyl)ethyl)-3-(1-(tetrahydro-2H-pyran-4-yl)-1H-pyrazol-4-yl)pyrazolo[1,5-a]pyrimidin-5-amine FC(OC1=C(C=C(C=C1)F)C(C)NC1=NC=2N(C=C1)N=CC2C=2C=NN(C2)C2CCOCC2)F